C(C)(=O)NC1=CC(=C(C=N1)C1=NN2C(CN(CC2)C(=O)OC(C)(C)C)=C1)NC1=NC(=NC(=C1)CC)C(C)(F)F tert-butyl 2-(6-acetamido-4-((2-(1,1-difluoroethyl)-6-ethylpyrimidin-4-yl)amino)pyridin-3-yl)-6,7-dihydropyrazolo[1,5-a]pyrazine-5(4H)-carboxylate